tert-butyl (4-(6-chloroimidazo[1,2-b]pyridazin-8-yl)-2-methylbenzyl)carbamate ClC=1C=C(C=2N(N1)C=CN2)C2=CC(=C(CNC(OC(C)(C)C)=O)C=C2)C